tert-butyl N-[[2-fluoro-4-[6-(4-oxobutyl)pyrrolo[2,1-f][1,2,4]triazin-4-yl]phenyl]methyl]carbamate FC1=C(C=CC(=C1)C1=NC=NN2C1=CC(=C2)CCCC=O)CNC(OC(C)(C)C)=O